O1C=C(C=C1)C=1N=C(C2=C(N1)SC(=C2)C)NCCCC2=CC=C(C=C2)C=2NC=CC2 2-(furan-3-yl)-6-methyl-N-(3-[4-(1H-pyrrol-2-yl)phenyl]propyl)thieno[2,3-d]pyrimidin-4-amine